C(C1=CC=CC=C1)N1C2=NC=NC(=C2N=C1C=1C(=CC(=NC1)OC[C@@H]1NCCOC1)C)OC1(CC1)C (R)-3-(((5-(9-benzyl-6-(1-methylcyclopropoxy)-9H-purin-8-yl)-4-methylpyridin-2-yl)oxy)methyl)morpholine